((1-(benzyloxy)prop-2-yl)oxy)(tert-butyl)dimethylsilane C(C1=CC=CC=C1)OCC(C)O[Si](C)(C)C(C)(C)C